NC=1SC2=C(N1)C1=CC(=CC(=C1C=C2Cl)S(=O)(=O)O)S(=O)(=O)O 2-amino-4-chloro-6,8-disulfonaphthothiazole